tert-butyl (3-hydroxy-2-methylcyclobutyl)(methyl)carbamate OC1C(C(C1)N(C(OC(C)(C)C)=O)C)C